6-(1-methyl-5-(((tetrahydro-2H-pyran-2-yl)oxy)methyl)-1H-1,2,3-triazol-4-yl)-2-(oxetan-3-yl)pyridin-3-ol CN1N=NC(=C1COC1OCCCC1)C1=CC=C(C(=N1)C1COC1)O